2-(((1-Formylnaphthalen-2-yl)oxy)methyl)-5-(trifluoromethyl)benzonitrile C(=O)C1=C(C=CC2=CC=CC=C12)OCC1=C(C#N)C=C(C=C1)C(F)(F)F